CC(CC(C)(C)C)(OOC(C(=O)[O-])(CCCC)CC)C (1,1,3,3-tetramethylbutylperoxy)2-ethylhexanoate